2-fluoro-N-(1-fluoro-4-(4-fluorophenyl)-4-hydroxybut-2-yl)-6-methylbenzamide FC1=C(C(=O)NC(CF)CC(O)C2=CC=C(C=C2)F)C(=CC=C1)C